(S)-2,3,4,9-tetrahydro-1H-pyrido[3,4-b]indole-3-carboxylic acid-4,4-d2 C1N[C@@H](C(C2=C1NC1=CC=CC=C21)([2H])[2H])C(=O)O